4-[2-amino-5-[3-(difluoromethyl)phenyl]-4-ethyl-3-pyridinyl]phenol NC1=NC=C(C(=C1C1=CC=C(C=C1)O)CC)C1=CC(=CC=C1)C(F)F